FC1(CC(C1)CN1N=C(C(=C1C(=O)OCC)C)O)F ethyl 1-[(3,3-difluorocyclobutyl)methyl]-3-hydroxy-4-methyl-1H-pyrazole-5-carboxylate